COC=1C=C(CNC2=CN=C3N(C2=O)[C@@H](CC3)C(=O)OC(C)(C)C)C=C(C1)C tert-butyl (S)-3-((3-methoxy-5-methylbenzyl)amino)-4-oxo-4,6,7,8-tetrahydropyrrolo[1,2-a]pyrimidine-6-carboxylate